C(#N)C1=C(C(=O)C=2C=C(NC2)C(=O)[O-])C=CC=C1 4-(2-cyanobenzoyl)-1H-pyrrole-2-carboxylate